γ-glycidoxypropylethyl-dimethoxysilane C(C1CO1)OCCC[Si](OC)(OC)CC